C(CC)OC(NC1=C(C=C(C=C1)NCC1=CC=C(C=C1)N(C)C)C(F)(F)F)=O [4-(4-Dimethylamino-benzylamino)-2-trifluoromethyl-phenyl]-carbamic acid propyl ester